rac-dimethylsilyl-bis(2-methyl-4-phenylindenyl)zirconium dichloride [Cl-].[Cl-].C[SiH](C)[Zr+2](C1C(=CC2=C(C=CC=C12)C1=CC=CC=C1)C)C1C(=CC2=C(C=CC=C12)C1=CC=CC=C1)C